FC(C(=O)ON1CCC(CC1)(N1N=CC(=C1)CC=1C=2C3=C(C(NC3=CC1)=O)C=CC2)C)(F)F [4-methyl-4-[4-[(2-oxo-1H-benzo[cd]indol-6-yl)methyl]pyrazol-1-yl]-1-piperidyl] 2,2,2-trifluoroacetate